(1R,2R,5S)-ethyl 8-((R)-2-(dimethylamino)-3-phenylpropanoyl)-3-(di-phenylcarbamoyl)-3,8-diazabicyclo[3.2.1]octane-2-carboxylate CN([C@@H](C(=O)N1[C@H]2[C@@H](N(C[C@@H]1CC2)C(N(C2=CC=CC=C2)C2=CC=CC=C2)=O)C(=O)OCC)CC2=CC=CC=C2)C